4'-((2-(tert-butyl)-1H-imidazol-1-yl)methyl)-N-(4,6-dimethoxy-1,3,5-triazin-2-yl)-5-isobutyl-[1,1'-biphenyl]-2-sulfonamide C(C)(C)(C)C=1N(C=CN1)CC1=CC=C(C=C1)C=1C(=CC=C(C1)CC(C)C)S(=O)(=O)NC1=NC(=NC(=N1)OC)OC